N1=C(C=CC=C1)CCCCN1CCC(CC1)NC(CC)=O N-{1-[4-(pyridin-2-yl)butyl]hexahydropyridin-4-yl}propanamide